OC[C@H]1N(CCC1)C1=NN2C(C(=N1)NC=1N=CN(C1)C=1C=C(C(=O)N)C=C(C1)OC)=CC=C2 (S)-3-(4-((2-(2-(hydroxymethyl)pyrrolidin-1-yl)pyrrolo[2,1-f][1,2,4]triazin-4-yl)amino)-1H-imidazol-1-yl)-5-methoxybenzamide